1-(5-tert-Butylisoxazol-3-yl)-4-ethoxy-5-hydroxy-3-methyl-imidazolidin-2-one C(C)(C)(C)C1=CC(=NO1)N1C(N(C(C1O)OCC)C)=O